(S)-1-((4-Bromophenyl)(Phenyl)Methyl)Azetidin-3-Yl Methanesulfonate CS(=O)(=O)OC1CN(C1)[C@@H](C1=CC=CC=C1)C1=CC=C(C=C1)Br